[O-]S(=O)(=O)C(F)(F)F.BrC1=CC=C(C=C1)[S+](C1=CC=CC=C1)C1=CC=CC=C1 (4-BROMOPHENYL)DIPHENYLSULFONIUM TRIFLATE